NC=1C2=C(N=CN1)C(=NC(=C2)C2=C(C=C(C=C2)F)F)C=2C(=C(C=CC2C)O)C (R)-3-(4-amino-6-(2,4-difluorophenyl)pyrido[3,4-d]pyrimidin-8-yl)-2,4-dimethylphenol